acryloyloxyisobutyltrichlorosilane C(C=C)(=O)OC(C(C)C)[Si](Cl)(Cl)Cl